BrC=1C=C(C(=C2C(=NN(C12)CC(=O)OC(C)(C)C)N1C(C2=CC=CC=C2C1=O)=O)OC1=C(C=CC(=C1)F)Cl)NC(C1=CC(=CC(=C1)C(F)(F)F)F)=O tert-butyl 2-[7-bromo-4-(2-chloro-5-fluorophenoxy)-3-(1,3-dioxoisoindol-2-yl)-5-[3-fluoro-5-(trifluoromethyl)benzamido]indazol-1-yl]acetate